S([O-])(O)(=O)=O.C(CCCCCCC)[N+](CCCCCCCC)(CCCCCCCC)CCCCCCCC tetraoctyl-ammonium bisulfate